CC1=CC=CC(=N1)C1=C(N=CN1)C=1C=C2C=C(C=NC2=CC1)C=1CCN(CC1)C(=O)C1CNCCC1 [4-[6-[5-(6-methyl-2-pyridyl)-1H-imidazol-4-yl]-3-quinolyl]-3,6-dihydro-2H-pyridin-1-yl]-(3-piperidyl)methanone